tert-butyl 8-hydroxy-2-azaspiro[4.4]nonane-2-carboxylate OC1CCC2(CCN(C2)C(=O)OC(C)(C)C)C1